Methyl 6-((tert-butoxycarbonyl)(2,2,2-trifluoroethyl)amino)nicotinate C(C)(C)(C)OC(=O)N(C1=NC=C(C(=O)OC)C=C1)CC(F)(F)F